N1-(3,4-dihydroxyphenyl)-N5-(6-(methoxy-d3)pyridin-2-yl)glutaramide OC=1C=C(C=CC1O)NC(CCCC(=O)NC1=NC(=CC=C1)OC([2H])([2H])[2H])=O